4-methoxy-(Z)-perfluoro-3-heptene CO\C(=C(\C(C(F)(F)F)(F)F)/F)\C(C(C(F)(F)F)(F)F)(F)F